CC1=CCCC(C1C=O)C 2,4-dimethylcyclohexene-3-carbaldehyde